OC1=C(C=CC=C1C)C(C)=O 1-(2-hydroxy-3-methyl-phenyl)ethanone